C(C)(C)(C)OC(=O)N1CCN(CC1)C1=CC=CC=2N(CCOC21)C(=O)OCC2=CC=CC=C2 benzyl 8-(4-t-butoxycarbonylpiperazin-1-yl)-2,3-dihydro-1,4-benzoxazine-4-carboxylate